FC1=CC=C(CN2CC3(C2)CNC3)C=C1 2-(4-fluorobenzyl)-2,6-diazaspiro[3.3]heptane